2,3,7,11,15-pentamethylhexadeca-2,6,10,14-tetraen-1-ol CC(CO)=C(CCC=C(CCC=C(CCC=C(C)C)C)C)C